(S)-2-((2-((S)-4-(difluoromethyl)-2-carbonyloxazolidin-3-yl)-8-methyl-5,6-dihydrobenzo[f]imidazo[1,2-d][1,4]oxazepin-9-yl)amino)propanamide FC([C@H]1N(C(OC1)=C=O)C=1N=C2N(CCOC3=C2C=CC(=C3C)N[C@H](C(=O)N)C)C1)F